CC=1C=C(C(=O)OC)C=CC1C=C Methyl 3-methyl-4-vinylbenzoate